(-)-2-((5-(2-(1-Amino-4-methylpent-3-yl)-2,6-diazaspiro[3.4]oct-6-yl)-1,2,4-triazin-6-yl)oxy)-N-ethyl-5-fluoro-N-isopropylbenzamide NCCC(C(C)C)N1CC2(C1)CN(CC2)C=2N=CN=NC2OC2=C(C(=O)N(C(C)C)CC)C=C(C=C2)F